BrC=1SC(=C(C1Br)Br)Br 2,3,4,5-tetrabromothiophene